BrC=1C=C(C=C(C1)C)C1(CCCC1)O 1-(3-bromo-5-methylphenyl)cyclopentan-1-ol